CC1=C(C=CC=C1)SN S-2-methylphenyl-sulfenamide